5-bromo-3-(methoxymethyl)-1-methyl-pyrazole BrC1=CC(=NN1C)COC